tert-Butyl (2'S,3R)-6-(tert-butoxycarbonylamino)-2'-methyl-2-oxospiro[indoline-3,4'-tetrahydropyran]-1-carboxylate C(C)(C)(C)OC(=O)NC1=CC=C2C(=C1)N(C([C@]21C[C@@H](OCC1)C)=O)C(=O)OC(C)(C)C